3-{6-chloroimidazo[1,2-a]pyridin-8-yl}-8-oxa-3-azabicyclo[3.2.1]octane ClC=1C=C(C=2N(C1)C=CN2)N2CC1CCC(C2)O1